NC1(CC1)CCNC(C1=C(C=C(C=C1)NC=1C=2N(C=CN1)C(=CN2)C=2C(=NNC2)C(F)(F)F)CC)=O N-[2-(1-aminocyclopropyl)ethyl]-2-ethyl-4-[[3-[3-(trifluoromethyl)-1H-pyrazol-4-yl]imidazo[1,2-a]pyrazin-8-yl]amino]benzamide